FC=1C=C(C=C(C1)F)CN (3,5-difluorophenyl)methylamine